C(C)(C)(CC)C1CCC=2NC3=CC=C(C=C3C2C1)CC 3-tert-amyl-6-ethyl-2,3,4,9-tetrahydrocarbazole